NC=1C=2O[C@@H](C3=CC(=CC=C3C=3N=CC=CC3CC=3N(N=C(C3C(=CN1)C2)C#N)C)F)C (20R)-23-amino-17-fluoro-5,20-dimethyl-21-oxa-4,5,12,24-tetraazapentacyclo[20.3.1.02,6.08,13.014,19]hexacosa-1(25),2(6),3,8(13),9,11,14,16,18,22(26),23-undecaene-3-carbonitrile